4-methyl-3,4-dihydro-2H-1,4-benzoxazine-2-carboxamide CN1CC(OC2=C1C=CC=C2)C(=O)N